C(C)(C)(C)OC(=O)N1CC=2N(CC1)C(=CC2C#N)C2=CC=C(C=C2)[N+](=O)[O-] 8-cyano-6-(4-nitrophenyl)-3,4-dihydropyrrolo[1,2-a]pyrazine-2(1H)-carboxylic acid tert-butyl ester